C(C)N=S(=O)(C)C=1C=CC2=C(C=C(O2)C(=O)NC2=C(C=CC(=C2)C2=CC=C(C=C2)F)NC(OC(C)(C)C)=O)C1 tert-butyl N-[2-[[5-(N-ethyl-S-methyl-sulfonimidoyl)benzofuran-2-carbonyl]amino]-4-(4-fluorophenyl)phenyl]carbamate